CNCC(=O)O Nα-methylglycine